9,10-bis[2-carboxy(4-methyl-4-cyclohexenyl)]carbonyloxyanthracene Tert-Butyl-Cis-4-{[(chloromethoxy)carbonyl]oxy}cyclohexyl-(2E)-but-2-enedioate C(C)(C)(C)\C(=C(/C(=O)O)\[C@@H]1CC[C@@H](CC1)OC(=O)OCCl)\C(=O)O.C(=O)(O)C1C(CC=C(C1)C)C(=O)OC=1C2=CC=CC=C2C(=C2C=CC=CC12)OC(=O)C1C(CC(=CC1)C)C(=O)O